7-(4-(dipropylamino) butyl)-7-hydroxytridecane-1,13-diylbis(2-cycloheptylacetate) C(CC)N(CCCCC(CCCCCCC(C(=O)[O-])C1CCCCCC1)(CCCCCCC(C(=O)[O-])C1CCCCCC1)O)CCC